ClC=1N=C(C2=C(N1)CC[S@]2=O)NCC2=CN=CS2 (R)-2-chloro-4-((thiazol-5-ylmethyl)amino)-6,7-dihydrothieno[3,2-d]pyrimidine 5-oxide